1,1-dimethyl-2-[β-(3-t-butyl-4-hydroxy-5-methylphenyl)propionyloxy]ethyl-2,4,8,10-tetroxaspiro[5.5]undecane CC(COC(CCC1=CC(=C(C(=C1)C)O)C(C)(C)C)=O)(C)C1OCOCC12COCOC2